3-((4-fluoro-2-isopropylphenyl)amino)-6-hydroxypyridine-2-carboxylic acid ethyl ester C(C)OC(=O)C1=NC(=CC=C1NC1=C(C=C(C=C1)F)C(C)C)O